C1(CC1)C=1N=C(SC1)N1C=C(C(C2=C(C=C(N=C12)N1CC(C1)C(NCCOCC)=O)C)=O)C(=O)O 1-(4-cyclopropyl-1,3-thiazol-2-yl)-7-{3-[(2-ethoxyethyl)carbamoyl]azetidin-1-yl}-5-methyl-4-oxo-1,4-dihydro-1,8-naphthyridine-3-carboxylic acid